7-(2-amino-3,5-dichloro-6-fluorophenyl)-4-(4-(2-butynyl)piperazin-1-yl)-6-chloro-1-(2-isopropyl-4-methylpyridin-3-yl)-2-oxo-1,2-dihydro-1,8-naphthyridine-3-carbonitrile NC1=C(C(=C(C=C1Cl)Cl)F)C1=C(C=C2C(=C(C(N(C2=N1)C=1C(=NC=CC1C)C(C)C)=O)C#N)N1CCN(CC1)CC#CC)Cl